BrCC1=CC=C(C=C1)P(=O)(C)C 1-(bromomethyl)-4-dimethylphosphoryl-benzene